C(C)C(C(=O)O)CC.C(C)(C)N(C(C)C)CC N,N-diisopropylethylamine DIethyl-acetate